C1(CCCCC1)[C@@H](C(=O)N1[C@@H](CCC1)C=1SC=C(N1)C1=CC=C(C2=CC=CC=C12)O)NC([C@H](C)N(C(OC(C)(C)C)=O)C)=O tert-butyl ((S)-1-(((S)-1-cyclohexyl-2-((S)-2-(4-(4-hydroxynaphthalen-1-yl)thiazol-2-yl)pyrrolidin-1-yl)-2-oxoethyl)amino)-1-oxopropan-2-yl)(methyl)carbamate